ClC1=C(OC=2N=NC(=CC2C(=O)NC2=C[N+](NC=C2)=O)C(F)(F)F)C=CC(=C1)F 3-(2-chloro-4-fluoro-phenoxy)-N-(2-oxopyridazin-2-ium-4-yl)-6-(trifluoromethyl)pyridazine-4-carboxamide